C(C)(=O)NC=1C(=C(C=CC1F)NS(=O)(=O)C1=C(SC(=C1C)C)C(=O)OCC)F ethyl 3-(N-(3-acetamido-2,4-difluorophenyl)sulfamoyl)-4,5-dimethylthiophene-2-carboxylate